1,1,2,2-Tetra(p-hydroxyphenyl)ethylene OC1=CC=C(C=C1)C(=C(C1=CC=C(C=C1)O)C1=CC=C(C=C1)O)C1=CC=C(C=C1)O